8-fluoro-6-(piperazin-1-yl)-1,2,3,4-tetrahydronaphthalen FC=1C=C(C=C2CCCCC12)N1CCNCC1